(R)-N-((3,4-dichlorophenyl)(2-(trifluoromethyl)pyrimidin-5-yl)methyl)-2-methylpropane-2-sulfinamide ClC=1C=C(C=CC1Cl)C(N[S@](=O)C(C)(C)C)C=1C=NC(=NC1)C(F)(F)F